(1S,2R,3R,5R)-2-fluoro-3-((3-(6-methoxyisoquinolin-7-yl)-1,2,4-triazin-6-yl)(methyl)amino)-8-azabicyclo[3.2.1]octane-8-carboxylic acid tert-butyl ester C(C)(C)(C)OC(=O)N1[C@@H]2[C@@H]([C@@H](C[C@H]1CC2)N(C)C2=CN=C(N=N2)C2=C(C=C1C=CN=CC1=C2)OC)F